sodium dihydrogen phosphate, hydrochloride salt Cl.P(=O)(O)(O)[O-].[Na+]